5-((R)-1-(3,5-dichloro-2-methylpyridin-4-yl)ethoxy)-3-(6-fluoropyridin-3-yl)-1-(tetrahydro-2H-pyran-2-yl)-1H-indazole ClC=1C(=NC=C(C1[C@@H](C)OC=1C=C2C(=NN(C2=CC1)C1OCCCC1)C=1C=NC(=CC1)F)Cl)C